tert-butyl ((7-(5-methylisoxazol-3-yl)-3-azabicyclo[4.1.0]heptan-7-yl)methyl)carbamate CC1=CC(=NO1)C1(C2CCNCC12)CNC(OC(C)(C)C)=O